6-isopentyl-pyran-2,4-dione C(CC(C)C)C1=CC(CC(O1)=O)=O